4-bromothiochromene BrC1=CCSC2=CC=CC=C12